Bis(dibenzylideneaceton) palladium [Pd].C(C1=CC=CC=C1)=CC(=O)C=CC1=CC=CC=C1.C(C1=CC=CC=C1)=CC(=O)C=CC1=CC=CC=C1